C(C)(C)(C)OC(=O)N1CCN(CC1)C1=NC=C(C=C1)NC1=NC=CC(=N1)OC1=C(C=C(C=C1C)\C=C\C#N)C (E)-4-(5-((4-(4-(2-cyanovinyl)-2,6-dimethylphenoxy)pyrimidin-2-yl)amino)pyridin-2-yl)piperazine-1-carboxylic acid tert-butyl ester